C1(CC1)OC1=CC=C(CC2CC3(CN(C3)C(=O)C3CC(C3)(C)O)C2)C=C1 (6-(4-Cyclopropoxybenzyl)-2-azaspiro[3.3]heptan-2-yl)((1s,3s)-3-hydroxy-3-methylcyclobutyl)methanon